S1C(=NC2=C1C=CC=C2)C(CC2=CC(=CC=C2)C#N)NS(=O)(=O)C2=CC(=CC=C2)C(=O)N2CCN(CC2)CCOC N-[1-(1,3-benzothiazol-2-yl)-2-(3-cyanophenyl)ethyl]-3-[4-(2-methoxyethyl)piperazine-1-carbonyl]benzenesulfonamide